N,N,N',N'-tetra-(2-hydroxypropyl)hexamethylenediamine OC(CN(CCCCCCN(CC(C)O)CC(C)O)CC(C)O)C